ClC1=C(C(=O)O)C=C(C=C1)C1=CC(=CC=C1)COC=1C=C2CN(C(C2=CC1C1=CC=CC=C1)=O)C1CCCC1 2-Chloro-5-{3-[(2-cyclopentyl-1-oxo-6-phenylisoindolin-5-yloxy)methyl]phenyl}benzoic acid